FC(C=1C=C(C=CC1)CNC1[C@H]2CN(C[C@@H]12)C(C=C)=O)(F)F 1-[(1S,5R)-6-[[3-(Trifluoromethyl)phenyl]methylamino]-3-azabicyclo[3.1.0]hexan-3-yl]prop-2-en-1-one